O[C@@H]1CC[C@@H](NC1)C(=O)O cis-L-5-hydroxy-piperidine-2-carboxylic acid